1-tetrahydropyran-2-yl-4-(4,4,5,5-tetramethyl-1,3,2-dioxaborolan-2-yl)pyrazole tert-butyl-5-[2-(2-cyanoallyl)-1-oxo-isoindolin-4-yl]-3-methyl-2-oxo-indoline-1-carboxylate C(C)(C)(C)OC(=O)N1C(C(C2=CC(=CC=C12)C1=C2CN(C(C2=CC=C1)=O)CC(=C)C#N)C)=O.O1C(CCCC1)N1N=CC(=C1)B1OC(C(O1)(C)C)(C)C